tert-butyl 4-(1-(4-(3-amino-6-chloropyridazin-4-yl)-1H-pyrazol-1-yl)ethyl)piperidine-1-carboxylate NC=1N=NC(=CC1C=1C=NN(C1)C(C)C1CCN(CC1)C(=O)OC(C)(C)C)Cl